2-[2-[2-[3-(3-Tert-butyl-4-hydroxy-5-methyl-phenyl)propanoyloxy]ethoxy]ethoxy]ethyl 3-(3-tert-butyl-4-hydroxy-5-methyl-phenyl)propanoate C(C)(C)(C)C=1C=C(C=C(C1O)C)CCC(=O)OCCOCCOCCOC(CCC1=CC(=C(C(=C1)C)O)C(C)(C)C)=O